ClC1=CC=C(C=C1)[C@@H](C(=O)NCC=1C=C2CN(C(C2=CC1)=O)C1C(NC(CC1)=O)=O)NC(CC1CCCC1)=O (2S)-2-(4-Chlorophenyl)-2-(2-cyclopentylacetylamino)-N-((2-(2,6-dioxopiperidin-3-yl)-1-Oxoisoindolin-5-yl)methyl)acetamide